OP(O)(=O)OP(=O)([O-])[O-].[Na+].[Na+] Disodium Dihydrogen Pyrophosphate